C1(CCCCC1)CC(=O)OC[C@H]1O[C@H]([C@]([C@@H]1OC(C)=O)(C)F)N1C2=NC(=NC(=C2N=C1)NC)NC(C)=O ((2R,3R,4R,5R)-5-(2-acetamido-6-(methylamino)-9H-purin-9-yl)-3-acetoxy-4-fluoro-4-methyltetrahydrofuran-2-yl)methyl 2-cyclohexylacetate